ClC=1C=CC2=C(N(CN(S2(=O)=O)[C@H](C(=O)O)[C@H](C)C2=C(C(=CC=C2F)C)C)CCCOC)N1 (2S,3R)-2-(6-chloro-4-(3-methoxypropyl)-1,1-dioxido-3,4-dihydro-2H-pyrido[2,3-e][1,2,4]thiadiazin-2-yl)-3-(6-fluoro-2,3-dimethylphenyl)butanoic acid